chloro-6''-methoxy-2''-{(2R)-3-[(4-methoxyphenyl)methoxy]-2-methylpropyl}-2'',3''-dihydro-dispiro[[1,3]dioxolane-2,1'-cyclohexane-4',1''-isoindole] ClC1N(C2(C3=CC(=CC=C13)OC)CCC1(CC2)OCCO1)C[C@H](COCC1=CC=C(C=C1)OC)C